cyclopentylbis(methoxymethyl)silane C1(CCCC1)[SiH](COC)COC